ethyl-3-(3-bromo-5-fluoro-4-methoxyphenyl)acrylate C(C)OC(C=CC1=CC(=C(C(=C1)F)OC)Br)=O